C1(=CC=CC=C1)\C=C/C1=CC=CC=C1 Z-STILBEN